OCC1=CC=C2C=NN(C2=C1)CC#N 2-(6-(Hydroxymethyl)-1H-indazol-1-yl)acetonitrile